(2-chloro-3,4-bis((4-methoxybenzyl)oxy)benzoyl)glycine ClC1=C(C(=O)NCC(=O)O)C=CC(=C1OCC1=CC=C(C=C1)OC)OCC1=CC=C(C=C1)OC